C1(=CC=CC=C1)CCC 3-phenylpropan